4-(4-fluorostyryl)-6,6-dimethylbicyclo[3.1.1]hept-3-en-2-one FC1=CC=C(C=CC2=CC(C3C(C2C3)(C)C)=O)C=C1